2-methyl-2,3-dihydro-4H-benzo[e][1,3]oxazin-4-one CC1OC2=C(C(N1)=O)C=CC=C2